C(C)OC(C(C[C@H](CC1=CC(=C(C=C1)O)[N+](=O)[O-])NC(=O)OC(C)(C)C)C)=O.FC(S(=O)(=O)N(C1=CC=CC=C1)S(=O)(=O)C(F)(F)F)(F)F N,N-bis(trifluoromethyl-sulfonyl)aniline (4R)-ethyl-4-((tert-butoxycarbonyl)amino)-5-(4-hydroxy-3-nitrophenyl)-2-methylpentanoate